C(C1=CC=CC=C1)OC(NCCCC[C@@H]1NC(CNC1=O)=O)=O (S)-(4-(3,6-Dioxopiperazin-2-yl)butyl)carbamic acid benzyl ester